(S)-3-(3-fluoro-4-(4-((1,4,5,6-tetrahydropyrimidin-2-yl)amino)piperidin-1-yl)benzamido)-2-(phenylsulfonamido)propanoic acid FC=1C=C(C(=O)NC[C@@H](C(=O)O)NS(=O)(=O)C2=CC=CC=C2)C=CC1N1CCC(CC1)NC=1NCCCN1